N-(7-fluoro-2-methyl-2H-indazol-5-yl)-4-(3-(methylamino)azetidin-1-yl)-2,3-dihydro-1H-pyrrolo[2,3-b]pyridine-1-carboxamide formate C(=O)O.FC1=CC(=CC2=CN(N=C12)C)NC(=O)N1CCC=2C1=NC=CC2N2CC(C2)NC